6-(4,4,5,5-tetramethyl-1,3,2-dioxaborolan-2-yl)-N-(o-methylphenyl)-1-naphthalenecarboxamide CC1(OB(OC1(C)C)C=1C=C2C=CC=C(C2=CC1)C(=O)NC1=C(C=CC=C1)C)C